C(#N)C(C)(C)C1=C(C(=C(C(=O)NC)C=C1)[N+](=O)[O-])C (1-cyanoisopropyl)-N-methyl-3-methyl-2-nitrobenzamide